[Na+].C(CCCCCCCCCCCCC)S(=O)(=O)[O-] tetradecanesulfonate sodium salt